(2S,6S)-4-(tert-butoxycarbonyl)-6-methoxy-1,4-oxazocane-2-carboxylic acid C(C)(C)(C)OC(=O)N1C[C@H](OCC[C@@H](C1)OC)C(=O)O